Methyl 4-[3-[2,6-dichloro-4-(4-methylpiperazin-1-yl)benzoyl]-2,4-dihydro-1,3-benzoxazin-8-yl]-2,5-difluorobenzoate ClC1=C(C(=O)N2COC3=C(C2)C=CC=C3C3=CC(=C(C(=O)OC)C=C3F)F)C(=CC(=C1)N1CCN(CC1)C)Cl